ClC=1C=C2C(=C3C1NC(NC31CCCCC1)=O)OC(=N2)CNCCC2=NOC=C2 5-chloro-2-({[2-(1,2-oxazol-3-yl)ethyl]amino}methyl)-7,8-dihydro-6H-spiro[[1,3]oxazolo[5,4-f]quinazoline-9,1'-cyclohexan]-7-one